FC(C=1C(=C(C=CC1)[C@@H](C)NC=1C2=C(N=C(N1)C)N=CC(=C2)[N+](=O)[O-])F)F (R)-N-(1-(3-(difluoromethyl)-2-fluorophenyl)ethyl)-2-methyl-6-nitropyrido[2,3-d]pyrimidin-4-amine